3-(difluoromethyl)-1-methyl-N-[(3S)-1,1,3-trimethyl-2,3-dihydro-1H-indene-4-yl]-1H-pyrazole-4-carboxamide FC(C1=NN(C=C1C(=O)NC1=C2[C@H](CC(C2=CC=C1)(C)C)C)C)F